(R)-N-(1-(3-chlorophenyl)-2,2-difluoroethyl)-3-(pyrrolidin-1-yl)propanamide ClC=1C=C(C=CC1)[C@H](C(F)F)NC(CCN1CCCC1)=O